5,7-dichloroindole ClC=1C=C2C=CNC2=C(C1)Cl